C(C)(C)(C)OC(N[C@@H]([C@@H](O)C1=CC(=CC=C1)Cl)C)=O tert-Butyl((1S,2R)-1-(3-chlorophenyl)-1-hydroxypropan-2-yl)carbamate